1-[4-({2-[4-(4-Fluoro-2-methylphenyl)cyclohexyl]ethyl}amino)piperidin-1-yl]ethan-1-one FC1=CC(=C(C=C1)C1CCC(CC1)CCNC1CCN(CC1)C(C)=O)C